C1(=CC=CC2=CC=CC=C12)NC(C)=O N-(naphthalen-1-yl)acetamide